2,4,8,1-tetraoxa-3,9-diphosphaspiro[5.5]undecane O1OPOCC12COPCC2